7-{2-[(1-methyl-1H-pyrazol-5-yl)amino]pyrimidin-4-yl}-1,2,3,4-tetrahydroisoquinolin-1-one CN1N=CC=C1NC1=NC=CC(=N1)C1=CC=C2CCNC(C2=C1)=O